C1C(=CCC2=CC=CC=C12)CC(=O)O 2-(1,4-Dihydronaphthalen-2-yl)acetic acid